5-((1-(tert-butyl)-3-(3-((4-(prop-1-en-2-yl)pyridin-3-yl)oxy)cyclopentyl)-1H-pyrazol-5-yl)amino)-4-fluoro-2-(4-methoxybenzyl)-2,3-dihydrobenzo[d]isothiazole 1,1-dioxide C(C)(C)(C)N1N=C(C=C1NC=1C=CC2=C(CN(S2(=O)=O)CC2=CC=C(C=C2)OC)C1F)C1CC(CC1)OC=1C=NC=CC1C(=C)C